N-(1''-(5-(cyclopentyl(hydroxy)methyl)furan-2-carbonyl)dispiro[cyclopropane-1,1'-cyclohexane-4',3''-indolin]-5''-yl)-2-hydroxyethane-1-sulfonamide C1(CCCC1)C(C1=CC=C(O1)C(=O)N1CC2(C3=CC(=CC=C13)NS(=O)(=O)CCO)CCC1(CC2)CC1)O